C(C)(C)C1=C(OS(=O)(=O)NC(CC2=C(C=C(C=C2C(C)C)C(C)C)C(C)C)=O)C(=CC=C1)C(C)C N-(2,6-diisopropylphenoxy)sulfonyl-2-(2,4,6-triisopropylphenyl)acetamide